arsenic-tungsten oxygen [O].[W].[As]